CN(C(=O)C=1C=2CNC(C2C=CC1)=O)C N,N-dimethyl-1-oxo-2,3-dihydroisoindole-4-carboxamide